N-ethyl-5-methyl-N-pyridazin-4-yl-1H-pyrazole-4-carboxamide C(C)N(C(=O)C=1C=NNC1C)C1=CN=NC=C1